FC(C1=NN=C(S1)NC(=O)C1=NN2C(C(N(CC2)CCC2=C(C=CC=C2)Cl)=O)=C1C1CC1)F 5-[2-(2-chlorophenyl)ethyl]-3-cyclopropyl-4-oxo-4,5,6,7-tetrahydropyrazolo[1,5-a]pyrazine-2-carboxylic acid (5-difluoromethyl[1,3,4]thiadiazol-2-yl)amide